6-chloro-1,3-diphenyldibenzo[b,d]thiophene ClC1=CC=CC=2C3=C(SC21)C=C(C=C3C3=CC=CC=C3)C3=CC=CC=C3